4-(2-methyl-4-(propylsulfonamido)phenyl)-1H-pyrrolo[2,3-b]pyridin CC1=C(C=CC(=C1)NS(=O)(=O)CCC)C1=C2C(=NC=C1)NC=C2